(8S,10S)-8-acetyl-10-(((2R,4S,5S,6S)-4-amino-5-hydroxy-6-methyltetrahydro-2H-pyran-2-yl)oxy)-6,8,11-trihydroxy-1-methoxy-7,8,9,10-tetrahydrotetracene-5,12-dione hydrochloride Cl.C(C)(=O)[C@@]1(CC=2C(=C3C(C=4C=CC=C(C4C(C3=C(C2[C@H](C1)O[C@@H]1O[C@H]([C@H]([C@H](C1)N)O)C)O)=O)OC)=O)O)O